N-(2-fluoro-3-(pyridin-4-ylamino)phenyl)-3-((6-fluoroquinolin-4-yl)amino)benzamide FC1=C(C=CC=C1NC1=CC=NC=C1)NC(C1=CC(=CC=C1)NC1=CC=NC2=CC=C(C=C12)F)=O